3-bromo-7-methoxy-2-(trifluoromethyl)pyrimido[1,2-a]pyrimidin-4-one BrC1=C(N=C2N(C1=O)C=C(C=N2)OC)C(F)(F)F